CN1C=NC2=C1C=NC=C2C2=C(N=CC(=N2)C(=O)N)NC 6-(3-methyl-3H-imidazo[4,5-c]Pyridin-7-yl)-5-(methylamino)pyrazine-2-carboxamide